2-amino-N,N-bis(3-methoxybenzyl)acetamide hydrochloride Cl.NCC(=O)N(CC1=CC(=CC=C1)OC)CC1=CC(=CC=C1)OC